ClC=1C(=NC(=NC1)NC1=C(C=C(C(=C1)Cl)N1CCC(CC1)N1CCN(CC1)C)OC)NC=1C(=CC2=C(OCO2)C1)N(S(=O)(=O)C)C N-(6-((5-chloro-2-((5-chloro-2-methoxy-4-(4-(4-methylpiperazin-1-yl)piperidine-1-yl)phenyl)amino)pyrimidin-4-yl)amino)benzo[d][1,3]dioxol-5-yl)-N-methylmethanesulfonamide